CN1N=C(C2=CC(=CC=C12)B1OC(C(O1)(C)C)(C)C)C 1,3-dimethyl-5-(4,4,5,5-tetramethyl-[1,3,2]dioxaborolan-2-yl)-1H-indazol